O1CCN(CC1)C1=C2C[C@@H](NCC2=CC=C1)CN(CCCCO)[C@H]1CCCC=2C=CC=NC12 4-((((R)-5-morpholino-1,2,3,4-tetrahydroisoquinolin-3-yl)methyl)((S)-5,6,7,8-tetrahydroquinolin-8-yl)amino)butan-1-ol